tert-butyl 3-(4-(5-((R)-2-(2,5-difluorophenyl)pyrrolidin-1-yl)pyrazolo[1,5-a]pyrimidin-3-yl)-1H-1,2,3-triazol-1-yl)piperidine-1-carboxylate FC1=C(C=C(C=C1)F)[C@@H]1N(CCC1)C1=NC=2N(C=C1)N=CC2C=2N=NN(C2)C2CN(CCC2)C(=O)OC(C)(C)C